C(N)(=O)C=1C=C(C=CC1)[C@H](C)NC(=O)C1=NN(C2=CC=CC=C12)CC1=CC=C(C=C1)F N-[(1S)-1-(3-Carbamoylphenyl)ethyl]-1-[(4-fluorophenyl)methyl]-1H-indazole-3-carboxamide